OC1=C(C=2N(C(=C1)CCC1=CC=CC=C1)N=CN2)C(=O)NCC(=O)O N-[7-hydroxy-5-(2-phenyl-Ethyl)[1,2,4]triazolo[1,5-a]pyridine-8-carbonyl]glycine